FC1(CCC(CC1)[C@H](NC(=O)C1=CC=NN1CC)C=1N=C2N(N=C(C(=N2)C(C)C)C[C@@H]2C(NC[C@@H](C2)C(F)(F)F)=O)C1)F N-((1S)-(4,4-difluorocyclohexyl)(3-isopropyl-2-(((3R,5R)-2-oxo-5-(trifluoromethyl)piperidin-3-yl)methyl)imidazo[1,2-b][1,2,4]triazin-6-yl)methyl)-1-ethyl-1H-pyrazole-5-carboxamide